C(C)C(C(=O)[O-])CCCC.[Fe+2].C(C)C(C(=O)[O-])CCCC Iron (2-ethylhexanoate)